3-bromo-3-(4-methoxybenzyl)oxindole BrC1(C(NC2=CC=CC=C12)=O)CC1=CC=C(C=C1)OC